ClC=1C=C(C=CC1F)N\N=C(\C(=O)OCC)/C=O Ethyl (2E)-2-[2-(3-chloro-4-fluorophenyl)hydrazinylidene]-3-oxopropanoate